CC1=CC=C(C=C1)S(=O)(=O)NC=1C=C(C(=O)N2CCN(CC2)CC2=NC3=C(N2C[C@H]2OCC2)C=C(C=C3)C(=O)O)C=CC1 2-({4-[3-(4-methyl-benzenesulfonamido)benzoyl]piperazin-1-yl}methyl)-1-{[(2S)-oxetan-2-yl]methyl}-1H-1,3-benzodiazole-6-carboxylic acid